N'-acetyl-4-amino-N',1-dimethyl-N-(2,3,4-trifluorobenzyl)-1H-pyrazolo[4,3-c]quinoline-8-carbohydrazide C(C)(=O)N(N(C(=O)C1=CC=2C3=C(C(=NC2C=C1)N)C=NN3C)CC3=C(C(=C(C=C3)F)F)F)C